ClC1=CC=C(C=N1)CN1C(=NC2=C1C=CC=C2)C2=NON=C2C 3-[1-[(6-chloropyridin-3-yl)methyl]benzimidazol-2-yl]-4-methyl-1,2,5-oxadiazole